CC=1N=C(C2=C(N1)C=NC(=N2)N2CCOCC2)N 2-methyl-6-morpholinopyrimido[5,4-d]pyrimidin-4-amine